C(C)(C)(C)OC(=O)N1N=C(C=C1C1CC1)NC(CN1N=CC(=C1)C1=CCCN(C1)C(=O)OC(C)(C)C)=O tert-butyl 5-(1-(2-((1-(tert-butoxycarbonyl)-5-cyclopropyl-1H-pyrazol-3-yl) amino)-2-oxoethyl)-1H-pyrazol-4-yl)-3,6-dihydropyridine-1(2H)-carboxylate